(R)-3-Methyl-4-(7-((4-methylpiperazin-1-yl)methyl)-2-(1H-pyrrolo[2,3-b]pyridin-4-yl)thieno[3,2-d]pyrimidin-4-yl)morpholine C[C@H]1N(CCOC1)C=1C2=C(N=C(N1)C1=C3C(=NC=C1)NC=C3)C(=CS2)CN2CCN(CC2)C